(R)-2-(4-(4-(trifluoromethyl)pyrazolo[1,5-a]pyridin-2-yl)-1,4,6,7-tetrahydro-5H-imidazo[4,5-c]pyridin-5-yl)pyrimidin-5-amine FC(C=1C=2N(C=CC1)N=C(C2)[C@@H]2N(CCC1=C2N=CN1)C1=NC=C(C=N1)N)(F)F